(2S)-2-[(5R)-2-tert-Butoxycarbonyl-6-oxo-2,7-diazaspiro[4.5]decan-7-yl]-3-methyl-butanoic acid C(C)(C)(C)OC(=O)N1C[C@@]2(CC1)C(N(CCC2)[C@H](C(=O)O)C(C)C)=O